N(N)C1=NN=C(N1)C1=C(C=CC=C1)C 3-hydrazino-5-(o-methylphenyl)-4H-1,2,4-triazole